C1(=CC=CC=C1)C1(CC=NO1)C1=CC=CC=C1 4,5-dihydro-5,5-diphenylisoxazole